4-(cyclopropylmethoxy)-5-iodopyrimidin-2-amine C1(CC1)COC1=NC(=NC=C1I)N